O.ClNO chlorohydroxylamine hydrate